2-hydroxy-4-(5-(4-(methylsulfonyl)piperazin-1-yl)-1H-benzo[d]imidazol-2-yl)benzoic acid OC1=C(C(=O)O)C=CC(=C1)C1=NC2=C(N1)C=CC(=C2)N2CCN(CC2)S(=O)(=O)C